6-bromo-2-methyl-N-[(1S)-1-[2-methyl-3-(trifluoromethyl)phenyl](2H4)ethyl]pyrido[3,4-d]pyrimidin-4-amine BrC1=CC2=C(N=C(N=C2N[C@@](C([2H])([2H])[2H])(C2=C(C(=CC=C2)C(F)(F)F)C)[2H])C)C=N1